2-chloro-4-(1-dibenzofuranyl)-6-(1-naphthyl)-1,3,5-triazine ClC1=NC(=NC(=N1)C1=CC=CC=2OC3=C(C21)C=CC=C3)C3=CC=CC2=CC=CC=C32